ClCCCCC(C(=O)NC1=C(C=C(C=C1)Cl)N1N=CC=C1)(C)CC 6-chloro-N-(4-chloro-2-(1H-pyrazol-1-yl)phenyl)-2-ethyl-2-methylhexanamide